NC=1C2=C(N=CN1)N(C=C2C2=CC(=C(C=C2)N=S2(CCCCC2)=O)OC)C ((4-(4-amino-7-methyl-7H-pyrrolo[2,3-d]pyrimidin-5-yl)-2-methoxyphenyl)imino)hexahydro-1λ6-thiopyran-1-oxide